C(CCC)(OCCCC)(OCCCC)OCCCC Tributyl orthobutyrate